4-(3-((3-((tert-butoxycarbonyl)amino)propyl)amino)-3-oxopropyl)benzyl 4-methylbenzenesulfonate CC1=CC=C(C=C1)S(=O)(=O)OCC1=CC=C(C=C1)CCC(=O)NCCCNC(=O)OC(C)(C)C